COC1=C(C=CC=C1)S(=O)(=O)NC(=O)C1=NC2=CC=CC(=C2C=C1)N1N=CC=C1 N-((2-methoxyphenyl)-sulfonyl)-5-(1H-pyrazol-1-yl)quinoline-2-carboxamide